COC=1N=CC(=NC1C1=NNC=C1)C(=O)OC methyl 5-methoxy-6-(1H-pyrazol-3-yl)pyrazine-2-carboxylate